3-(2,4-dicarboxyphenyl)-4-carboxypyridine C(=O)(O)C1=C(C=CC(=C1)C(=O)O)C=1C=NC=CC1C(=O)O